ClC=1C(=C2C(=NC1C)NC(=C2)C(=O)NC2CC[Si](CC2)(C)C)C 5-chloro-N-(1,1-dimethylsilacyclohex-4-yl)-4,6-dimethyl-1H-pyrrolo[2,3-b]pyridine-2-carboxamide